1-(2,3-epoxypropyl)-2,3-epoxycyclohexaneButanediol mononitrate [N+](=O)([O-])OC(CCCC1(C2C(CCC1)O2)CC2CO2)O